(±)-1-Fluoro-N-(5-(trifluoromethyl)isoxazol-3-yl)-6,7,8,9-tetrahydro-5H-5,8-epiminocyclohepta[c]pyridine-10-carboxamide FC1=NC=CC2=C1CC1CCC2N1C(=O)NC1=NOC(=C1)C(F)(F)F